Benzyl ((1R,2R,5S)-2-(cyanomethyl)-5-[2-[(1R)-1-hydroxyethyl]-1H-imidazo[4,5-d]thieno[3,2-b]pyridin-1-yl]cyclohexyl)carbamate C(#N)C[C@@H]1[C@@H](C[C@H](CC1)N1C(=NC=2C1=C1C(=NC2)C=CS1)[C@@H](C)O)NC(OCC1=CC=CC=C1)=O